(R)-6-Bromo-N-(1-(3-(1,1-difluoroethyl)-2-fluorophenyl)ethyl)-7-methoxy-2-methylquinoline-4-amine BrC=1C=C2C(=CC(=NC2=CC1OC)C)N[C@H](C)C1=C(C(=CC=C1)C(C)(F)F)F